C(C)C=1C=CC(=NC1OC)C1CC(CO1)=O 5-(5-ethyl-6-methoxypyridin-2-yl)dihydrofuran-3(2H)-one